[N+](=O)([O-])C=1C2=CC=CC=C2C=C2C=CC=CC12 9-nitroanthracene